4-(4-bromophenoxy)cyclohexanone BrC1=CC=C(OC2CCC(CC2)=O)C=C1